1-[4-(6-bromoimidazo[4,5-b]pyridin-3-yl)-2-[3-(difluoromethyl)-5-methyl-pyrazol-1-yl]phenyl]ethanone BrC=1C=C2C(=NC1)N(C=N2)C2=CC(=C(C=C2)C(C)=O)N2N=C(C=C2C)C(F)F